(1R,2S,5S)-N-{(2S)-1-amino-1-oxo-3-[(3S)-2-oxopyrrolidin-3-yl]propan-2-yl}-3-{N-[(4-fluorophenoxy)acetyl]-3-methyl-L-valyl}-6,6-dimethyl-3-azabicyclo[3.1.0]hexane-2-carboxamide NC([C@H](C[C@H]1C(NCC1)=O)NC(=O)[C@@H]1[C@H]2C([C@H]2CN1C([C@@H](NC(COC1=CC=C(C=C1)F)=O)C(C)(C)C)=O)(C)C)=O